O[C@](CC(=O)SCCNC(CCNC([C@@H](C(COP(OP(OC[C@@H]1[C@H]([C@H]([C@@H](O1)N1C=NC=2C(N)=NC=NC12)O)OP(=O)(O)O)(=O)O)(=O)O)(C)C)O)=O)=O)(CC)C (S)-3-hydroxy-3-methylpentanoyl-coa